6-Deuterio-4-[[(2R,3S,4S,5S)-3-(3,4-difluoro-2-methoxyphenyl)-4,5-dimethyl-5-(trifluoromethyl)tetrahydrofuran-2-carbonyl]amino]pyridin-2-carboxamid [2H]C1=CC(=CC(=N1)C(=O)N)NC(=O)[C@@H]1O[C@@]([C@H]([C@H]1C1=C(C(=C(C=C1)F)F)OC)C)(C(F)(F)F)C